CC(C)(C)[O-].[K+] potassium tertiary-butoxide